tert-butyl N-(4-fluoro-2-pyridyl)carbamate FC1=CC(=NC=C1)NC(OC(C)(C)C)=O